2-(N-(cyclohexylmethyl)-2-(5-methyl-3-(trifluoromethyl)-1H-pyrazol-1-yl)acetamido)-3-(3,5-difluorophenyl)-N-(4-methoxyphenyl)-N-methylpropylamine C1(CCCCC1)CN(C(CN1N=C(C=C1C)C(F)(F)F)=O)C(CN(C)C1=CC=C(C=C1)OC)CC1=CC(=CC(=C1)F)F